C(CCCCCCCCCCC)(=O)[O-].[Na+].[Na+].NCCC[Si](OC)(OC)OC gamma-aminopropyl-trimethoxysilane disodium monolaurate